COC([C@@H](N)CC(SC)C=O)=O 4-formylmethionine methyl ester